ClC1=C(C=CC(=C1)OC)C1=CN=C2N1C=C(C=C2)NCC=2NC=1C(=NC(=CC1)F)N2 3-(2-chloro-4-methoxyphenyl)-N-({5-fluoro-1H-imidazo[4,5-b]pyridin-2-yl}methyl)imidazo[1,2-a]pyridin-6-amine